N1CCOCC1 MORPHOLINE